BrC1=CC(=CC(=N1)C)C(F)(F)F 6-bromo-2-methyl-4-(trifluoromethyl)pyridine